tert-butyl (S)-2-(3-chlorophenyl)-1-(4-chlorophenyl)-2-oxoethylcarbamate ClC=1C=C(C=CC1)C([C@H](C1=CC=C(C=C1)Cl)NC(OC(C)(C)C)=O)=O